(1R,2S,5S)-N-((R)-cyano(pyrazolo[1,5-a]pyrazin-6-yl)methyl)-3-((S)-3,3-dimethyl-2-(2,2,2-trifluoroacetamido)butanoyl)-6,6-dimethyl-3-azabicyclo[3.1.0]hexane-2-carboxamide C(#N)[C@H](NC(=O)[C@@H]1[C@H]2C([C@H]2CN1C([C@H](C(C)(C)C)NC(C(F)(F)F)=O)=O)(C)C)C=1N=CC=2N(C1)N=CC2